C(C)(C)(C)OC(=O)N1C[C@@H]2COC3=C(C(N2CC1)=O)C(=NC(=C3F)C3=C1C=NNC1=CC=C3C)F (6aR)-1,4-difluoro-3-(5-methyl-1H-indazol-4-yl)-12-oxo-6a,7,9,10-tetrahydro-12H-pyrazino[2,1-c]Pyrido[3,4-f][1,4]Oxazepine-8(6H)-carboxylic acid tert-butyl ester